COC=1C=CC=2N(C3=CC=CC=C3C2C1)C1=CC=C(C=C1)OC 3-methoxy-9-(4-methoxyphenyl)-9H-carbazole